Cl.NC\C=C(\CN1N=NC2=C1C=C(C=C2C=2C=C(C=CC2)S(=O)(=O)NC)C(=O)N2CCCC2)/F (Z)-3-(1-(4-amino-2-fluorobut-2-en-1-yl)-6-(pyrrolidin-1-carbonyl)-1H-benzo[d][1,2,3]triazol-4-yl)-N-methylbenzenesulfonamide Hydrochloride